C(C)(C)(C)C=1SC(=CN1)CN1CC2(C1)CNC2 2-tert-butyl-5-(2,6-diazaspiro[3.3]heptan-2-ylmethyl)thiazole